2,2',2''-(1,3,5-Triazine-2,4,6-triyl)tri(ethan-1-ol) N1=C(N=C(N=C1CCO)CCO)CCO